6-(4-piperazin-1-ylphenyl)-4-[6-[4-(2-pyridylmethyl)piperazin-1-yl]-3-pyridyl]pyrazolo[1,5-a]pyridine-3-carbonitrile N1(CCNCC1)C1=CC=C(C=C1)C=1C=C(C=2N(C1)N=CC2C#N)C=2C=NC(=CC2)N2CCN(CC2)CC2=NC=CC=C2